ClC1=CC=C(C=C1)NC(NC(NCCCCCCNC(=N)NC(=N)NC1=CC=C(C=C1)Cl)=N)=N 1,1'-hexamethylene-bis[(5-p-chlorophenyl)-biguanide]